FC(S(=O)(=O)OC1=CC(=C2C=NN(C2=C1C#N)CC1=CC=C(C=C1)OC)C1=CCCC1)(F)F 7-cyano-4-(cyclopent-1-en-1-yl)-1-[(4-methoxyphenyl) methyl]-1H-indazol-6-yl trifluoromethanesulfonate